Butylmethylether C(CCC)OC